methyl (3S)-hexahydropyridazine-3-carboxylate N1N[C@@H](CCC1)C(=O)OC